BrC=1C(N(C(=CC1OCC1=C(C=C(C=C1)F)F)C)C=1C=C(C(=O)N)C=CC1F)=O 3-[3-bromo-4-[(2,4-difluorobenzyl)oxy]-6-methyl-2-oxopyridin-1(2H)-yl]-4-fluorobenzamide